ClC1=CC(=C(C(=O)C2CCN(CC2)C(C)=O)C=C1Cl)OC 1-[4-(4,5-dichloro-2-methoxybenzoyl)piperidin-1-yl]ethan-1-one